NC1=NC=NC=2C3=C(CC4(CCCC4)C12)C(=C(C=C3)O[C@@H]3CC[C@@H](CC3)N)NCCO 2-[[4-amino-8-(cis-4-aminocyclohexyloxy)spiro[6H-benzo[H]quinazolin-5,1'-cyclopentane]-7-yl]amino]ethanol